3-(3-(3-Acetoxyprop-1-en-1-yl)phenyl)-2-fluoropropionic acid methyl ester COC(C(CC1=CC(=CC=C1)C=CCOC(C)=O)F)=O